C(C)(=O)C1=C(C2=C(N=C(N=C2)NC=2C=NC(=CC2)N2CCN(CC2)CC2=CC=C(C=C2)CO)N(C1=O)C1CCCC1)C 6-acetyl-8-cyclopentyl-2-((6-(4-(4-(hydroxymethyl)benzyl)-piperazin-1-yl)pyridin-3-yl)amino)-5-methylpyrido[2,3-d]pyrimidin-7(8H)-one